tert-butyl 4-(3-(2-fluoro-4-(oxetan-3-yl) phenyl)-2,3-dihydrobenzo[b][1,4]dioxin-5-yl)-3,6-dihydropyridine-1(2H)-carboxylate FC1=C(C=CC(=C1)C1COC1)C1OC2=C(OC1)C=CC=C2C=2CCN(CC2)C(=O)OC(C)(C)C